O1C=CC2=C1C=C(C=C2)C(CCC)=O 1-(benzofuran-6-yl)butan-1-one